O.Cl.C(C)(C)(C)NC(=O)C1CCN(CC1)C1C[C@H]2CC[C@@H](C1)N2C2=NC(=NO2)C(F)(F)F N-tert-butyl-1-{(1R,3r,5S)-8-[3-(trifluoromethyl)-1,2,4-oxadiazol-5-yl]-8-azabicyclo[3.2.1]octan-3-yl}piperidine-4-carboxamide monohydrochloride monohydrate